(3S,4S)-1-(3-(2-decanamido-3-(hexylamino)-3-oxopropyl)-4-oxo-3,4-dihydroquinazoline-7-carbonyl)-N3,N4-bis((1S,2R)-2-phenylcyclopropyl)pyrrolidine-3,4-dicarboxamide C(CCCCCCCCC)(=O)NC(CN1C=NC2=CC(=CC=C2C1=O)C(=O)N1C[C@H]([C@@H](C1)C(=O)N[C@@H]1[C@H](C1)C1=CC=CC=C1)C(=O)N[C@@H]1[C@H](C1)C1=CC=CC=C1)C(=O)NCCCCCC